4-hydroxy-4-methyl-Cyclohexanone OC1(CCC(CC1)=O)C